1-(4-(4-chloro-2-oxopyridin-1(2H)-yl)phenyl)-N-ethyl-5-(trifluoromethyl)-1H-1,2,3-triazole-4-carboxamide ClC1=CC(N(C=C1)C1=CC=C(C=C1)N1N=NC(=C1C(F)(F)F)C(=O)NCC)=O